CN1N=NC2=C1C=CC(=C2C)[C@H](C(C(=O)OCC2=CC=CC=C2)C)C2=CC(=C(C=C2)C)CN2C[C@H](OC1=C(C2)C=C(C=C1)F)CC (3R)-benzyl 3-(1,4-dimethyl-1H-benzo[d][1,2,3]triazol-5-yl)-3-(3-(((R)-2-ethyl-7-fluoro-2,3-dihydrobenzo[f][1,4]oxazepin-4(5H)-yl)methyl)-4-methylphenyl)-2-methylpropanoate